N-(3-chloro-5-methanesulfonamidophenyl)-4-{5-fluoro-3-[(6-fluoro-3,3-dimethyl-1-oxo-2,3-dihydro-1H-isoindol-4-yl)methoxy]pyridin-2-yl}-5-methylthiophene-2-carboxamide ClC=1C=C(C=C(C1)NS(=O)(=O)C)NC(=O)C=1SC(=C(C1)C1=NC=C(C=C1OCC1=C2C(NC(C2=CC(=C1)F)=O)(C)C)F)C